L-2-hydroxy-3,3-dimethyl-4-butyrolactone O[C@@H]1C(=O)OCC1(C)C